7-(3,5-bis((E)-3,4-difluorobenzylidene)-4-oxocyclohexyl)-N,N-diethyl-1H-indazole-4-carboxamide FC=1C=C(\C=C\2/CC(C\C(\C2=O)=C/C2=CC(=C(C=C2)F)F)C2=CC=C(C=3C=NNC23)C(=O)N(CC)CC)C=CC1F